CC(=O)C(C)(C)NC(=O)C1=CC(=CC(=C1)Cl)Cl The molecule is a methyl ketone resulting from the formal hydration of the ethynyl group of the herbicide propyzamide. It is a major soil metabolite of propyzamide. It has a role as a xenobiotic metabolite. It is a member of benzamides, a dichlorobenzene and a methyl ketone. It derives from a propyzamide.